(R)-4-((2-(((1,4-Dimethyl-1H-pyrazol-3-yl)(1-methylcyclobutyl)methyl)amino)-3,4-dioxocyclobut-1-en-1-yl)amino)-3-hydroxy-N,N-dimethylpicolinamide CN1N=C(C(=C1)C)[C@@H](C1(CCC1)C)NC1=C(C(C1=O)=O)NC1=C(C(=NC=C1)C(=O)N(C)C)O